ClC1=C(CC2=C(C=NN2S(N(C)C)(=O)=O)C(=O)OCC)C=C(C=C1)CC ethyl 5-(2-chloro-5-ethylbenzyl)-1-(N,N-dimethylsulfamoyl)-1H-pyrazole-4-carboxylate